benzyl (1S,2R,3R)-1-((tert-butoxycarbonyl) amino)-2-fluoro-3-methyl-8-azaspiro[4.5]decane-8-carboxylate C(C)(C)(C)OC(=O)N[C@@H]1[C@@H]([C@@H](CC12CCN(CC2)C(=O)OCC2=CC=CC=C2)C)F